1-[[[2-[[4-(5-methoxy-1H-indazol-4-yl)triazol-1-yl]methyl]imidazo[1,2-a]pyridin-6-yl]methylamino]methyl]cyclobutanol COC=1C(=C2C=NNC2=CC1)C=1N=NN(C1)CC=1N=C2N(C=C(C=C2)CNCC2(CCC2)O)C1